4-(4-ethylpiperazin-1-yl)methylaniline C(C)N1CCN(CC1)CC1=CC=C(N)C=C1